2-chloro-4-(2-(4-fluorobenzyl)-2H-tetrazol-5-yl)benzenesulfonamide ClC1=C(C=CC(=C1)C=1N=NN(N1)CC1=CC=C(C=C1)F)S(=O)(=O)N